bis(2,4,5-tribromo-6-carbohexoxyphenyl)oxalate BrC1=C(C(=C(C(=C1)Br)Br)C(=O)OCCCCCC)OC(C(=O)OC1=C(C=C(C(=C1C(=O)OCCCCCC)Br)Br)Br)=O